COCCCN 3-Methoxypropan-1-amine